C(C)(C)(C)OC(=O)N1CCC(CC1)OC=1C=C2C(=NC=NC2=CC1OC)Cl 4-((4-chloro-7-methoxyquinazolin-6-yl)oxy)piperidine-1-carboxylic acid tert-butyl ester